N1(CCCC1)CCCCNC(=S)OC(C(=O)OCCCCCC(=O)OC\C=C/CCCCCC)C(C(=O)OCCCCCC(=O)OC\C=C/CCCCCC)OC(NCCCCN1CCCC1)=S bis(6-(((Z)-non-2-en-1-yl)oxy)-6-oxohexyl) 2,3-bis(((4-(pyrrolidin-1-yl)butyl)-carbamothioyl)oxy)succinate